trimethyl-[2-[[3-methyl-4-[4-(4,4,5,5-tetramethyl-1,3,2-dioxaborolan-2-yl)phenyl]pyrazol-1-yl]methoxy]ethyl]silane C[Si](CCOCN1N=C(C(=C1)C1=CC=C(C=C1)B1OC(C(O1)(C)C)(C)C)C)(C)C